5-[4-(3,3-difluoro-4,4-dimethyl-pyrrolidin-1-yl)-7-fluoro-pyrazolo[4,3-c]pyridin-2-yl]-1H-pyrimidine-2,4-dione FC1(CN(CC1(C)C)C1=NC=C(C=2C1=CN(N2)C=2C(NC(NC2)=O)=O)F)F